2,2-difluoro-2-(2-fluoro-4-((2-((2-methoxyphenethyl)carbamoyl)thiophen-3-yl)carbamoyl)phenyl)acetic acid FC(C(=O)O)(C1=C(C=C(C=C1)C(NC1=C(SC=C1)C(NCCC1=C(C=CC=C1)OC)=O)=O)F)F